methyl 1-(5-(benzyloxy)-6-(1,3-dioxolan-2-yl)pyridin-3-yl)cyclopropane-1-carboxylate C(C1=CC=CC=C1)OC=1C=C(C=NC1C1OCCO1)C1(CC1)C(=O)OC